FC1=C(C(=CC=C1F)F)C1=NN(C(=C1)C)C 3-(2,3,6-trifluorophenyl)-1,5-dimethyl-pyrazol